3-(naphthalen-1-yl)butanamide C1(=CC=CC2=CC=CC=C12)C(CC(=O)N)C